C(CC=CC=CCCCCCCCC)(=O)O tetradeca-3,5-dienoic acid